ClC1=C(C(=CC=C1)F)N1C(C2=C(N=C(N=C2)NC2=CC(=C(C=C2)OC2CCN(CC2)C(C)C)C)C(=C1)C#CCOC)=O 6-(2-chloro-6-fluorophenyl)-2-((4-((1-Isopropylpiperidin-4-yl)oxy)-3-methylphenyl)amino)-8-(3-methoxyprop-1-yn-1-yl)pyrido[4,3-d]Pyrimidine-5(6H)-one